FC=1C=C(C=NC1)C=1C(=NN(C1C)C)C(=O)O 4-(5-Fluoropyridin-3-yl)-1,5-dimethyl-1H-pyrazole-3-carboxylic acid